(S)-5-(3-fluoro-4-(2-(trifluoromethyl)pyrrolidin-1-yl)phenyl)-1,3,4-oxadiazol-2-amine FC=1C=C(C=CC1N1[C@@H](CCC1)C(F)(F)F)C1=NN=C(O1)N